tert-butyl N-[(3R,4R)-1-[4-(4-{3-cyano-9-ethyl-6,6-dimethyl-11-oxo-5H,6H,11H-benzo[b]carbazol-8-yl}piperazin-1-yl)-4-oxobutyl]-4-methylpyrrolidin-3-yl]carbamate C(#N)C1=CC=C2C=3C(C4=C(C(C3NC2=C1)(C)C)C=C(C(=C4)CC)N4CCN(CC4)C(CCCN4C[C@@H]([C@@H](C4)C)NC(OC(C)(C)C)=O)=O)=O